8-cyclopentyl-2-[(2-methyl-1,3-dihydroisoindol-4-yl)amino]-5-[2-(triisopropylsilyl)ethynyl]pyrido[2,3-d]pyrimidin-7-one C1(CCCC1)N1C(C=C(C2=C1N=C(N=C2)NC2=C1CN(CC1=CC=C2)C)C#C[Si](C(C)C)(C(C)C)C(C)C)=O